4-benzyloxy-6-chloro-2-methyl-3-(1-methylpyrazol-4-yl)pyridine C(C1=CC=CC=C1)OC1=C(C(=NC(=C1)Cl)C)C=1C=NN(C1)C